2-hydroxy-4-trifluoromethylbenzyl alcohol OC1=C(CO)C=CC(=C1)C(F)(F)F